CN1C(=NC2=C1C=C(C=C2)C#N)NC=2SC1=C(N2)C=CC(=C1)OC(F)(F)F 1-Methyl-2-(6-trifluoromethoxy-benzothiazol-2-ylamino)-1H-benzoimidazole-6-carbonitrile